C(C)(C)(C)C1CC=2C=C3C(=NC2CC1)SC(=C3)C(=O)N 6-(tert-butyl)-5,6,7,8-tetrahydrothieno[2,3-b]quinoline-2-carboxamide